Benzyl (5-((2S,4S)-1-((R)-2-(1-naphthamido)-3-cyclohexylpropanoyl)-4-(5-(2-hydroxypropan-2-yl)-1H-1,2,3-triazol-1-yl)pyrrolidin-2-carboxamido)-7-amino-6,7-dioxoheptyl)carbamat C1(=CC=CC2=CC=CC=C12)C(=O)N[C@@H](C(=O)N1[C@@H](C[C@@H](C1)N1N=NC=C1C(C)(C)O)C(=O)NC(CCCCNC(OCC1=CC=CC=C1)=O)C(C(=O)N)=O)CC1CCCCC1